NC=1N=C(C2=C(N1)N=C(C=C2)Cl)O amino-7-chloropyrido[2,3-d]pyrimidin-4-ol